1-(5-(3-aminopropyl)-1-oxoisoindolin-2-yl)dihydropyrimidine-2,4(1h,3h)-dione NCCCC=1C=C2CN(C(C2=CC1)=O)N1C(NC(CC1)=O)=O